2,6-dimethyl-4-tert-butyl-3-hydroxybenzylsulfide CC1=C(CSCC2=C(C(=C(C=C2C)C(C)(C)C)O)C)C(=CC(=C1O)C(C)(C)C)C